FC=1C(=NC=C(C1)N1N=C2N(C1=O)C(CC2)C2=CC=CC=C2)OC2=C(N=C(S2)C(=O)[O-])C 5-((3-fluoro-5-(3-oxo-5-phenyl-6,7-dihydro-3H-pyrrolo[2,1-c][1,2,4]triazol-2(5H)-yl)pyridin-2-yl)oxy)-4-methylthiazole-2-carboxylate